2-(2-(3-(cyclopropanecarboxamido)-4-fluorobenzoyl)hydrazine-1-carbonyl)cyclohexane-1-carboxylic acid C1(CC1)C(=O)NC=1C=C(C(=O)NNC(=O)C2C(CCCC2)C(=O)O)C=CC1F